C(C)(C)(C)OC(=O)N1C[C@H](CCC1)NC=1N=CC2=CC(=NC(=C2C1)OC1(CC1)C)C#N (S)-3-(7-cyano-5-(1-methylcyclopropoxy)-2,6-naphthyridin-3-yl)aminopiperidine-1-carboxylic acid tert-butyl ester